N=S(=O)(C(F)(F)F)C1=CC=C(C=C1)OC1=CC=NC2=CC(=CC=C12)OC imino(4-((7-methoxyquinolin-4-yl)oxy)phenyl)(trifluoromethyl)-λ6-sulfanone